methyl 2-(4-hydroxy-3-methylphenyl)acetate OC1=C(C=C(C=C1)CC(=O)OC)C